(4-benzoylphenyl)-5,6-dihydroxy-2-isopropylpyrimidine-4-carboxamide C(C1=CC=CC=C1)(=O)C1=CC=C(C=C1)NC(=O)C1=NC(=NC(=C1O)O)C(C)C